FC(CN1C(=NC2=C1C=C(C=C2)C=2C(=CN1N=C(N=C(C12)OC)N[C@H]1[C@@H](CN(CC1)C1COC1)F)F)C)F 5-(1-(2,2-difluoroethyl)-2-methyl-1H-benzo[d]imidazol-6-yl)-6-fluoro-N-((3R,4R)-3-fluoro-1-(oxetan-3-yl)piperidin-4-yl)-4-methoxypyrrolo[2,1-f][1,2,4]triazin-2-amine